COCCC1=CC=CC=C1 (R)-2-methoxy-1-phenylethan